(S)-4-(3-oxohexahydroimidazo[1,5-a]pyrazin-2(3H)-yl)bicyclo[1.1.1]pentane-1-carboxylic acid O=C1N(CC2N1CCNC2)[C@H]2C1CC2(C1)C(=O)O